(4-(2-((3-fluoropropyl)amino)ethoxy)-2-((1R,3R)-3-methyl-2-(2,2,2-trifluoroethyl)-2,3,4,9-tetrahydro-1H-pyrido[3,4-b]indol-1-yl)phenyl)methanol FCCCNCCOC1=CC(=C(C=C1)CO)[C@H]1N([C@@H](CC2=C1NC1=CC=CC=C21)C)CC(F)(F)F